Cl.N[C@H]1CN(CC1)C=1C2=CN(N=C2C(=CC1)C(=O)NC=1C=C(C=2N(C1)C=C(N2)C)F)C (R)-4-(3-aminopyrrolidin-1-yl)-N-(8-fluoro-2-methylimidazo[1,2-a]pyridin-6-yl)-2-methyl-2H-indazole-7-carboxamide hydrochloride